2,4-bis(2-hydroxy-4-propoxyphenyl)-6-(2,4-dimethylphenyl)-1,3,5-triazine OC1=C(C=CC(=C1)OCCC)C1=NC(=NC(=N1)C1=C(C=C(C=C1)OCCC)O)C1=C(C=C(C=C1)C)C